NC1(CC=C(C=C1)C)S(=O)(=O)O 1-Amino-4-methylbenzenesulfonic acid